rac-5-((5-Chloro-1-(1-cyclopropyl-1H-pyrazol-4-yl)-1H-indazol-6-yl)amino)-5,6,7,8-tetrahydronaphthalene-2-carbonitrile ClC=1C=C2C=NN(C2=CC1N[C@H]1C=2C=CC(=CC2CCC1)C#N)C=1C=NN(C1)C1CC1 |r|